4-(1-(4-bromophenyl)pyrrolidin-2-yl)thiazol BrC1=CC=C(C=C1)N1C(CCC1)C=1N=CSC1